BrC1=C(N=C(C=2N1N=C(C2)C(F)F)Cl)C 7-bromo-4-chloro-2-(difluoromethyl)-6-methyl-pyrazolo[1,5-a]pyrazine